tert-butyl 4-(3-(benzyloxy)-1H-pyrazol-1-yl)piperidine-1-carboxylate C(C1=CC=CC=C1)OC1=NN(C=C1)C1CCN(CC1)C(=O)OC(C)(C)C